NC1=C(C=C(O)C(=C1)N)O 4,6-Diaminoresorcin